N-butyl-aminomethyl-triethoxysilane C(CCC)NC[Si](OCC)(OCC)OCC